3-(4-(6-hydroxyhexoxy)-6-oxopyridazin-1(6H)-yl)piperidine-2,6-dione OCCCCCCOC=1C=NN(C(C1)=O)C1C(NC(CC1)=O)=O